2'-chloro-5'-methoxy-6-methyl-N-(5-((2-methyltetrahydrofuran-3-yl)methoxy)-1,3,4-thiadiazol-2-yl)-(4,4'-bipyridine)-3-carboxamide ClC1=NC=C(C(=C1)C1=C(C=NC(=C1)C)C(=O)NC=1SC(=NN1)OCC1C(OCC1)C)OC